C1(=CC=CC=C1)CS(=O)(=O)OC1=C(OC(C1=O)([2H])C1=CC=C(C=C1)C(N([2H])[2H])=O)N 2-amino-5-(4-(carbamoyl-d2)phenyl)-4-oxo-4,5-dihydrofuran-3-yl-5-d phenylmethanesulfonate